C[C@]12CC(C[C@](CCC1)(N2)C)OC2=CC=C(N=N2)C2=C(C=C(C=C2F)C2=CN=NC(=C2)OC)O 2-(6-(((1R,3s,5S)-1,5-dimethyl-9-azabicyclo[3.3.1]nonan-3-yl)oxy)pyridazin-3-yl)-3-fluoro-5-(6-methoxypyridazin-4-yl)phenol